C1(CC1)C=1N=CN(C1)C1=NC2=CC=C(C=C2C(=C1)OCCOC)N 2-(4-Cyclopropyl-1H-imidazol-1-yl)-4-(2-methoxyethoxy)quinolin-6-amine